FC1(CC(C1)N(C(C(F)(F)F)=O)[C@H]1C[C@H](N(CC1)C(=O)OC(C)(C)C)C1=CC=CC=C1)F tert-Butyl (2S,4R)-4-(N-(3,3-difluorocyclobutyl)-2,2,2-trifluoroacetamido)-2-phenylpiperidine-1-carboxylate